methyl 4-(tert-butoxycarbonylamino)-2-methyl-5-nitro-benzoate C(C)(C)(C)OC(=O)NC1=CC(=C(C(=O)OC)C=C1[N+](=O)[O-])C